NC1=NC=NN2C1=C(C=C2C=2C=C(C(=NC2)OC)C(=O)N[C@@H]2CN(C[C@@H]2F)C(CC(C)(C)C)=O)C(F)(F)F 5-[4-amino-5-(trifluoromethyl)pyrrolo[2,1-f][1,2,4]triazin-7-yl]-N-[(3R,4S)-1-(3,3-dimethylbutanoyl)-4-fluoro-pyrrolidin-3-yl]-2-methoxypyridine-3-carboxamide